C1(=CC=CC=C1)C=1C(=C(C(C(C1)C)(C)SC)C1=CC=CC=C1)SC diphenyl-4,2-dimethylthioxylol